N[C@H](C(=O)NC=1C=CC(=C(C(=O)NCC2=NC3=CC=CC=C3N=C2)C1)C)CN (S)-5-(2,3-diaminopropanamido)-2-methyl-N-(quinoxalin-2-ylmethyl)benzamide